Cl.Cl.COC=1C=CC2=C(CC(CO2)C(=O)N)C1 3,4-dihydro-6-methoxy-2H-1-benzopyran-3-carboxamide dihydrochloride